OC[C@H]1N(CC1)C(=O)OC(C)(C)C (S)-tert-butyl 2-(hydroxymethyl)azetidine-1-carboxylate